The molecule is a 3',5'-cyclic purine nucleotide in which the purine nucleobase is specified as guanidine. It has a role as a plant metabolite, a human metabolite, a Saccharomyces cerevisiae metabolite, an Escherichia coli metabolite and a mouse metabolite. It is a guanyl ribonucleotide and a 3',5'-cyclic purine nucleotide. It is a conjugate acid of a 3',5'-cyclic GMP(1-). C1[C@@H]2[C@H]([C@H]([C@@H](O2)N3C=NC4=C3N=C(NC4=O)N)O)OP(=O)(O1)O